[Na].S sulfan sodium